C1(CCCCC1)C(CC)(CC)OC(=O)COC(=O)C1C2C=CC(C1)C2 5-(3-cyclohexyl-3-pentyloxycarbonyl-methyloxycarbonyl)-bicyclo[2.2.1]Hept-2-ene